NC1(CN(C1)C=1N=C(C2=C(N1)CN(CC2)C2=CC(=CC1=CC=C(C(=C21)CC)F)O)N2CC1(C(NC(N1)=O)=O)CCC2)C 7-(2-(3-amino-3-methylazetidin-1-yl)-7-(8-ethyl-7-fluoro-3-hydroxynaphthalen-1-yl)-5,6,7,8-tetrahydropyrido[3,4-d]pyrimidin-4-yl)-1,3,7-triazaspiro[4.5]decane-2,4-dione